C(#N)C=1N=C(N(C1)COCC[Si](C)(C)C)C(=O)NC=1C(=NC(=CC1)C1=CC2(C=CC(C1)(O2)C)C)C2=CCC(CC2)(C)C 4-cyano-N-[2-(4,4-dimethylcyclohexen-1-yl)-6-[1,5-dimethyl-8-oxabicyclo[3.2.1]octa-2,6-dien-3-yl]-3-pyridyl]-1-(2-trimethylsilylethoxymethyl)imidazole-2-carboxamide